C1=NN=C2N1C1=C(C=N2)N=CC=C1 pyrido[2,3-e][1,2,4]triazolo[4,3-a]pyrimidine